C(C1=CC=CC=C1)OC(=O)N[C@@H](CCCCNC(COCCOCCOCCOCCOCCOCCOCCOCCOCCOC)=O)C(=O)N[C@@H](C)C(=O)OC(C)(C)C tert-butyl ((S)-37-(((benzyloxy) carbonyl) amino)-31-oxo-2,5,8,11,14,17,20,23,26,29-decaoxa-32-azaoctatriacontan-38-oyl)-L-alaninate